OC[C@H]1N(C[C@@H]([C@H]([C@@H]1O)O)O)CC1=NC(=CC=C1)CNC1=CC(=CC(=C1)C1=NC=CC=N1)C (2R,3R,4R,5S)-2-(hydroxymethyl)-1-{[6-({[3-methyl-5-(pyrimidin-2-yl)phenyl]amino}methyl)pyridin-2-yl]methyl}piperidine-3,4,5-triol